(E)-3-((4-methoxyphenyl)sulfophenyl)-1-phenylprop-2-en-1-one COC1=CC=C(C=C1)C=1C(=C(C=CC1)/C=C/C(=O)C1=CC=CC=C1)S(=O)(=O)O